[NH4+].[NH4+].COC1=C(CN2CC=CC=C2)C=CC(=C1)OC N-(2,4-dimethoxybenzyl)pyridine Diammonium